tert-butyl (S)-4-(1-(2,6-bis(benzyloxy)pyridin-3-yl)-3-methyl-2-oxo-2,3-dihydro-1H-benzo[d]imidazol-5-yl)-3,3-difluoropiperidine-1-carboxylate C(C1=CC=CC=C1)OC1=NC(=CC=C1N1C(N(C2=C1C=CC(=C2)[C@H]2C(CN(CC2)C(=O)OC(C)(C)C)(F)F)C)=O)OCC2=CC=CC=C2